4-phenyl-6-(benzenesulfonyl)-1,3,5-triazine C1(=CC=CC=C1)C1=NC=NC(=N1)S(=O)(=O)C1=CC=CC=C1